8-((2-benzyl-3-oxo-3,4-dihydrobenzo[f]quinoxalin-6-yl)oxy)-N-hydroxyoctanoic acid amide C(C1=CC=CC=C1)C=1C(NC=2C=C(C3=C(C2N1)C=CC=C3)OCCCCCCCC(=O)NO)=O